tert-butyl (6-chloro-4-(4-(difluoromethoxy)phenyl)pyridazin-3-yl)(methyl)carbamate ClC1=CC(=C(N=N1)N(C(OC(C)(C)C)=O)C)C1=CC=C(C=C1)OC(F)F